C12CN(CC(CC1)O2)C2=NC=NC=1N(C3=CC(=CC=C3C12)S(=O)(=O)NC1(CC1)C#N)C=1SC(=NN1)C(F)F 4-(8-oxa-3-azabicyclo[3.2.1]octan-3-yl)-N-(1-cyanocyclopropyl)-9-(5-(difluoromethyl)-1,3,4-thiadiazol-2-yl)-9H-pyrimido[4,5-b]indole-7-sulfonamide